C(C)([O-])([O-])[O-] Orthoacetat